N-((S)-1-oxo-6-(((1R,2S)-2-phenylcyclopropyl)amino)-1-(pyrrolidin-1-yl)hexan-2-yl)benzamide O=C([C@H](CCCCN[C@H]1[C@@H](C1)C1=CC=CC=C1)NC(C1=CC=CC=C1)=O)N1CCCC1